N-(5-chloro-2-methylphenyl)-1-(3-hydroxy-4-methylphenyl)-1H-1,2,3-triazole-4-carboxamide ClC=1C=CC(=C(C1)NC(=O)C=1N=NN(C1)C1=CC(=C(C=C1)C)O)C